FC(OC=1C=C(C=CC1F)C1=CN=C(C(=N1)CN1C(OC[C@H]1C)=O)C)F (4R)-3-[[6-[3-(Difluoromethoxy)-4-fluoro-phenyl]-3-methyl-pyrazin-2-yl]methyl]-4-methyl-oxazolidin-2-one